7-(trifluoromethyl)spiro[chromane-2,1'-cyclohexan]-4-one FC(C1=CC=C2C(CC3(CCCCC3)OC2=C1)=O)(F)F